C1(CC1)CC1=C(C(=NN1C=1SC=C(N1)C(=O)O)C1=CC(=C(C=C1)F)OC1=CC=C(C=C1)C(F)(F)F)CC1=CC(=C(C=C1)S(N)(=O)=O)F 2-(5-(cyclopropylmethyl)-3-(4-fluoro-3-(4-(trifluoromethyl)phenoxy)phenyl)-4-(3-fluoro-4-sulfamoylbenzyl)-1H-pyrazol-1-yl)thiazole-4-carboxylic acid